C12CNCC(CCC1)O2 9-oxa-3-azabicyclo[3.3.1]nonane